6-(3-chloro-4-fluorophenoxy)-2,7-dimethylbenzo[d]isothiazol ClC=1C=C(OC2=C(C3=C(CN(S3)C)C=C2)C)C=CC1F